CN(S(=O)(=O)C1=C(C=CC(=C1)[N+](=O)[O-])C)C N,N,2-Trimethyl-5-nitrobenzenesulfonamide